1-(3-ethoxy-4-hydroxyphenyl)-N-(2-methylundecyl)methanimine oxide C(C)OC=1C=C(C=CC1O)C=[N+](CC(CCCCCCCCC)C)[O-]